3-(5-methyl-4-(4-sulfamoylphenyl)isoxazol-3-yl)benzenesulfonamide Natrium antimonat [Sb]([O-])([O-])([O-])=O.[Na+].CC1=C(C(=NO1)C=1C=C(C=CC1)S(=O)(=O)N)C1=CC=C(C=C1)S(N)(=O)=O.[Na+].[Na+]